CN(C)C=C1C(C(CC1)=O)(C1=NN(C=C1)C)C ((dimethylamino)methylene)-2-methyl-2-(1-methyl-1H-pyrazol-3-yl)cyclopentan-1-one